(6-(3-acrylamidophenyl)-4-(((3,3-dimethylbut-2-yl) amino) methyl) pyridin-2-yl) amino-1H-pyrazole-1-carboxylate NC1=NN(C=C1)C(=O)OC1=NC(=CC(=C1)CNC(C)C(C)(C)C)C1=CC(=CC=C1)NC(C=C)=O